NCCNC(OC(C)(C)C)=O tert-butyl (2-aminoethyl)-carbamate